tert-Butyl 3-{3-[1-(4-amino-3-methyl-1H-pyrazolo[3,4-d]pyrimidin-1-yl)ethyl]-5-chloro-6-cyano-2-ethoxyphenyl}azetidine-1-carboxylate NC1=C2C(=NC=N1)N(N=C2C)C(C)C=2C(=C(C(=C(C2)Cl)C#N)C2CN(C2)C(=O)OC(C)(C)C)OCC